heptane-2,3,5,6-tetracarboxylic acid CC(C(CC(C(C)C(=O)O)C(=O)O)C(=O)O)C(=O)O